C1(CC1)/C(/CN1[C@@H](CCN2C1=NC(=CC2=O)N2[C@@H](COCC2)C)C(F)(F)F)=N/OC (S)-9-{2-Cyclopropyl-2-[(Z)-methoxyimino]-ethyl}-2-((R)-3-methyl-morpholin-4-yl)-8-trifluoromethyl-6,7,8,9-tetrahydropyrimido[1,2-a]pyrimidin-4-one